rac-(1Z)-N-[2-hydroxy-3-(1-piperidinyl)propoxy]-1-methyl-cyclobutanecarboxamide chloride [Cl-].OC(CONC(=O)C1(CCC1)C)CN1CCCCC1